7-Fluoro-5-[2-isopropyl-6-(trifluoromethyl)pyrrolo[2,3-b]pyridin-1-yl]indolin FC=1C=C(C=C2CCNC12)N1C(=CC=2C1=NC(=CC2)C(F)(F)F)C(C)C